ClC1=C(CN2COC(=N2)C)C(=CC=C1C(=O)C1=C(CCCC1=O)SCC1=CC=CC=C1)S(=O)(=O)C 3-{2-chloro-3-[(2-benzylthio-6-oxocyclohex-1-enyl)carbonyl]-6-(methylsulfonyl)benzyl}-5-methyl-1,3,4-oxadiazol